CC1(OB(OC1(C)C)C1=CC=C(C=C1)[C@@H](C)O)C (1R)-1-[4-(4,4,5,5-tetramethyl-1,3,2-dioxaborolan-2-yl)phenyl]ethanol